N-(3-(4-amino-1-((4-oxo-3-phenyl-4H-chromen-2-yl)methyl)-1H-pyrazolo[3,4-d]pyrimidin-3-yl)phenyl)acetamide aluminum tertbutoxide CC(C)(C)[O-].[Al+3].NC1=C2C(=NC=N1)N(N=C2C=2C=C(C=CC2)NC(C)=O)CC=2OC1=CC=CC=C1C(C2C2=CC=CC=C2)=O.CC(C)(C)[O-].CC(C)(C)[O-]